C(#N)C1=CC=C(C=C1)C1CCN(CC1)C(=O)C=1C=CC(=C(C1)NC=1C=C(C(=O)NC2CC2)C=CN1)C 2-((5-(4-(4-cyanophenyl)piperidine-1-carbonyl)-2-methylphenyl)amino)-N-cyclopropyl-isonicotinamide